CC1=CC=C(O1)C=1N=NNC1 4-(5-methylfuran-2-yl)-1H-1,2,3-triazole